8-(3-methoxyphenyl)-4-phenethyl-3,4-dihydrobenzo[f][1,4]oxazepin-5(2H)-one COC=1C=C(C=CC1)C1=CC2=C(C(N(CCO2)CCC2=CC=CC=C2)=O)C=C1